FC1=CC=C2C(=CNC2=C1)C(=O)[C@H]1N(CC2(CC2)C1)C(=O)OCC1=CC=CC=C1 benzyl (S)-6-(6-fluoro-1H-indole-3-carbonyl)-5-azaspiro[2.4]heptane-5-carboxylate